C1(CCCCC1)OC[C@@H](/C=C/[C@H]1[C@@H](C[C@@H]2OC[C@H](CC[C@@H]21)CCCC(=O)O)O)O 4-{(3S,5aR,6R,7R,8aS)-6-[(1E,3R)-4-(cyclohexyloxy)-3-hydroxy-1-buten-1-yl]-7-hydroxyoctahydro-2H-cyclopenta[b]oxepin-3-yl}butanoic acid